C(=O)(OC(C)(C)C)N1CC(C(CC1)=O)(F)F N-Boc-3,3-difluoropiperidin-4-one